FC=1C=C2C(=CNC2=CC1)CCN(C1CCC1)CCC N-(2-(5-fluoro-1H-indol-3-yl)ethyl)-N-propylcyclobutanamine